NC=1C=NC=CC1NC(=S)NC 1-(3-aminopyridin-4-yl)-3-methylthiourea